(R)-2-(5-ethyl-3-fluoro-2-methoxyphenyl)-2-((R)-3-((5-(4-methyl-5,6,7,8-tetrahydro-1,8-naphthyridin-2-yl)pentyl)oxy)pyrrolidin-1-yl)acetic acid C(C)C=1C=C(C(=C(C1)[C@H](C(=O)O)N1C[C@@H](CC1)OCCCCCC1=NC=2NCCCC2C(=C1)C)OC)F